ClC(C(=O)O)Cl.NCC1=C(NCC2=CC=C(C=C2)OC)C=CC=C1 2-(Aminomethyl)-N-(4-methoxybenzyl)aniline Dichloroacetat